CS(=O)(=O)C1=CC=C(CN[C@@H]2[C@H](CCCC2)CC=2C=C3CN(C(C3=CC2)=O)C2C(NC(CC2)=O)=O)C=C1 3-(5-(((1R,2S)-2-((4-(methylsulfonyl)benzyl)amino)cyclohexyl)methyl)-1-oxoisoindolin-2-yl)piperidine-2,6-dione